4-methyl-3-{3-methyl-5-[4-(trifluoromethyl)phenoxy]phenyl}-1-(4-methylbenzenesulfonyl)-1H,4H,5H-pyrazolo[4,3-b]pyridin-5-one CN1C2=C(C=CC1=O)N(N=C2C2=CC(=CC(=C2)OC2=CC=C(C=C2)C(F)(F)F)C)S(=O)(=O)C2=CC=C(C=C2)C